5-(4-chloro-2-fluorophenyl)-7-((2S)-2-(1-(3,3-difluorocyclobutyl)-1H-pyrazol-4-yl)-4-morpholinyl)-2,3-dimethylpyrido[4,3-d]pyrimidin-4(3H)-one ClC1=CC(=C(C=C1)C1=NC(=CC=2N=C(N(C(C21)=O)C)C)N2C[C@@H](OCC2)C=2C=NN(C2)C2CC(C2)(F)F)F